4-((3-(benzyloxy)phenyl)amino)benzaldehyde C(C1=CC=CC=C1)OC=1C=C(C=CC1)NC1=CC=C(C=O)C=C1